racemic-4-(((3R*,4R*)-3-(6-(1H-pyrazol-1-yl)pyridin-3-yl)-1-methylpiperidin-4-yl)oxy)-5,7-dimethyl-1H-indole N1(N=CC=C1)C1=CC=C(C=N1)[C@@H]1CN(CC[C@H]1OC1=C2C=CNC2=C(C=C1C)C)C |r|